(R)-N-[(1S)-1-(4-bromo-2-hydroxy-phenyl)ethyl]-2-methyl-propane-2-sulfinamide BrC1=CC(=C(C=C1)[C@H](C)N[S@](=O)C(C)(C)C)O